5-(1-Aminoisoquinolin-5-yl)-3-(2-(2-ethoxy-2-oxoethyl)-3-methylphenoxy)-2,3-dihydrospiro[indene-1,4'-piperidine]-1'-carboxylic acid ethyl ester C(C)OC(=O)N1CCC2(CC1)CC(C1=CC(=CC=C12)C1=C2C=CN=C(C2=CC=C1)N)OC1=C(C(=CC=C1)C)CC(=O)OCC